CC1=C(N(C2=NC=CC(=C21)N2CC1CCC(C2)N1C(=O)OC(C)(C)C)S(=O)(=O)C1=CC=C(C)C=C1)C=1C=NN(C1)C tert-butyl 3-(3-methyl-2-(1-methyl-1H-pyrazol-4-yl)-1-tosyl-1H-pyrrolo[2,3-b]pyridin-4-yl)-3,8-diazabicyclo[3.2.1]octane-8-carboxylate